(S)-6-(1-benzyl-1H-pyrazole-4-carbonyl)-8-(((2S,3R)-3-(cyclohexylmethoxy)-1-(methylamino)-1-oxobutan-2-yl)carbamoyl)-2,6-diazaspiro[3.4]octane-2-carboxylate C(C1=CC=CC=C1)N1N=CC(=C1)C(=O)N1CC2(CN(C2)C(=O)[O-])[C@@H](C1)C(N[C@H](C(=O)NC)[C@@H](C)OCC1CCCCC1)=O